COC=1C=C2C(=NC=NC2=CC1)N1CC=2C=C(C=NC2CC1)N1C=2N(C(CC1)C(F)(F)F)N=CC2 6-methoxy-4-[3-[7-(trifluoromethyl)-6,7-dihydro-5H-pyrazolo[1,5-a]pyrimidin-4-yl]-7,8-dihydro-5H-1,6-naphthyridin-6-yl]quinazoline